FC1=CNC=2C1=NC(=CC2C=O)C(=O)NC2=CC(=CC=C2)C2(CC(C2)C)C2=NN=CN2C 3-fluoro-7-formyl-N-(3-((1s,3s)-3-methyl-1-(4-methyl-4H-1,2,4-triazol-3-yl)cyclobutyl)phenyl)-1H-pyrrolo[3,2-b]pyridine-5-carboxamide